N1(N=CC=C1)CC(C(=O)OCC)=C Ethyl 2-((1H-pyrazol-1-yl)methyl)acrylate